6-hydroxy-1-methyl-3-oxo-2-(2-oxo-2-(thiazolidin-3-yl)ethyl)-3,8,9,10-tetrahydropyrano[3,2-f]chromene-5-carbaldehyde OC1=C(C2=C(C=3CCCOC13)C(=C(C(O2)=O)CC(N2CSCC2)=O)C)C=O